(2-Methoxythiophen-3-yl)propan-1-ol COC=1SC=CC1C(CC)O